[Na].F[As-](F)(F)(F)(F)F.[H+] hexafluoroarsenic acid Sodium